CC1=C(C=CC=C1COC1=C(C=C(C(=N1)OC)CNC(CC(=O)O)(C)C)Cl)C1=C(C(=CC=C1)COC1=C(C=C(C(=N1)OC)CNC(CC(=O)O)(C)C)Cl)C 3,3'-((((((2,2'-dimethyl-[1,1'-biphenyl]-3,3'-diyl)bis(methylene))bis(oxy))bis(5-chloro-2-methoxypyridine-6,3-diyl))bis(methylene))bis(azanediyl))bis(3-methylbutanoic acid)